CN1N=NN=C1SC=1C(=NC=2C(=C(C=C(C2N1)[2H])[2H])[2H])SC1=NN=CN1C 3-((1-methyltetrazol-5-yl)thio)-2-((4-methyl-4H-1,2,4-triazol-3-yl)thio)quinoxaline-5,7,8-d3